N-((1-(5-bromo-6-phenylpyrazin-2-yl)piperidin-4-yl)methyl)benzamide BrC=1N=CC(=NC1C1=CC=CC=C1)N1CCC(CC1)CNC(C1=CC=CC=C1)=O